(S)-1-(4-(7-(5-methyl-1,3-dihydroisobenzofuran-4-yl)-5,6,7,8-tetrahydroquinazolin-4-yl)piperazin-1-yl)prop-2-en-1-one CC=1C(=C2COCC2=CC1)[C@H]1CCC=2C(=NC=NC2C1)N1CCN(CC1)C(C=C)=O